N-(3,3-difluoropiperidin-4-yl)-5-((6-hydroxypyridin-2-yl)methoxy)-2-methylbenzofuran FC1(CNCCC1N1C(C=CC=C1O)COC=1C=CC2=C(C=C(O2)C)C1)F